[N].C1CCN2CCCC12 pyrrolizidine nitrogen